1H-benzo[d]imidazol-5-yl benzoate C(C1=CC=CC=C1)(=O)OC1=CC2=C(NC=N2)C=C1